C(CCC)(=O)NC(CCC)=NO dibutyrylamine oxime